CC1CC2N(C(C1)C2)C(=O)NC2=CC(=C(C=C2)C)C2=NN(C=N2)C 3-methyl-N-(4-methyl-3-(1-methyl-1H-1,2,4-triazol-3-yl)phenyl)-6-azabicyclo[3.1.1]heptane-6-carboxamide